4-methacryloyloxymethyl-γ-butyrolactone C(C(=C)C)(=O)OCC1CCC(=O)O1